C(C)(C)(C)OC(=O)N1CC(N(CC1)CC=1N=NC=CC1)C 3-methyl-4-(pyridazin-3-ylmethyl)piperazine-1-carboxylic acid tert-butyl ester